OC1=CC=CC=2C(C3=CC=CC(=C3C(C12)=O)O)=O 1,8-dihydroxy-anthraquinone